prenyl phenyl-sulphonate C1(=CC=CC=C1)S(=O)(=O)OCC=C(C)C